2-[3-bromo-4-[3-[methyl(2-piperazin-1-ylethyl)amino]cyclobutoxy]phenyl]propan-2-ol BrC=1C=C(C=CC1OC1CC(C1)N(CCN1CCNCC1)C)C(C)(C)O